(2S,4R)-1-[(2S)-2-(4-cyclopropyltriazol-1-yl)-3,3-dimethyl-butanoyl]-N-[2-(3-fluoro-4-pyridyl)ethyl]-4-hydroxy-pyrrolidine-2-carboxamide C1(CC1)C=1N=NN(C1)[C@H](C(=O)N1[C@@H](C[C@H](C1)O)C(=O)NCCC1=C(C=NC=C1)F)C(C)(C)C